C(C=C)C1N(CCN(C1)C(=O)OC(C)Cl)C(=O)OC(C)(C)C (tert-butyl) 4-(1-chloroethyl) 2-allylpiperazine-1,4-dicarboxylate